2,2,2-trifluoroethyl 2-[cyclopropylmethyl (o-tolylmethyl)amino]-2-oxo-acetate C1(CC1)CN(C(C(=O)OCC(F)(F)F)=O)CC1=C(C=CC=C1)C